tert-butyl 8-(4-bromo-3-fluoro-phenyl)-2,8-diazaspiro[4.5]decane-2-carboxylate BrC1=C(C=C(C=C1)N1CCC2(CCN(C2)C(=O)OC(C)(C)C)CC1)F